C(CCC)N(SC=1SC2=C(N1)C=CC=C2)CCCC N,N-dibutyl-2-benzothiazolyl-sulphenamide